ClC1=NC(=C2N=CN(C2=N1)C1OCCC1)NCC=1OC(=CC1)C 2-Chloro-6-(5-methylfuran-2-ylmethylamino)-9-(tetrahydrofuran-2-yl)purin